ClC=1C=2C(N=C3N(C2C=CC1)C1=CC=C(C=C1C3(C)C)C3CCN(CC3)C[C@@H]3CN(CC3)C3=C1C(N(C(C1=CC=C3)=O)C3C(NC(CC3)=O)=O)=O)=O ((R)-3-((4-(4-chloro-7,7-dimethyl-5-oxo-5,7-dihydroindolo[1,2-a]quinazolin-9-yl)piperidin-1-yl)methyl)pyrrolidin-1-yl)-2-(2,6-dioxopiperidin-3-yl)isoindoline-1,3-dione